N[C@H]1C[C@@H](OC[C@@H]1OC(C)(C)C)C(=O)N1[C@H](C2=CC=CC=C2CC1)C1=CC=C(C=C1)F ((2R,4S,5R)-4-amino-5-(tert-butoxy)tetrahydro-2H-pyran-2-yl)((S)-1-(4-fluorophenyl)-3,4-dihydroisoquinolin-2(1H)-yl)methanone